dipentyl 3-methylcyclohexane-1,2-dicarboxylate CC1C(C(CCC1)C(=O)OCCCCC)C(=O)OCCCCC